3-methyl-2,4-dichlorobenzoic acid methyl ester COC(C1=C(C(=C(C=C1)Cl)C)Cl)=O